ethyl 5-(trifluoromethyl)-4,5,6,7-tetrahydro-1H-indazole-3-carboxylate FC(C1CC=2C(=NNC2CC1)C(=O)OCC)(F)F